O=C1NC(CCC1N1C(N(C2=C1C=CC(=C2)CCCCCCCN2C[C@H](NCC2)C(=O)O)C)=O)=O (2S)-4-[7-[1-(2,6-dioxo-3-piperidyl)-3-methyl-2-oxo-benzimidazol-5-yl]heptyl]piperazine-2-carboxylic acid